2-trifluoromethyl-2H-benzopyran-3-carboxylic acid tert-butyl ester C(C)(C)(C)OC(=O)C=1C(OC2=C(C1)C=CC=C2)C(F)(F)F